C(C)(=O)O.C(C)(=O)O.C(C)(=O)O.C(C)(=O)O.C(C)(=O)O.C(C)(=O)O triacetic acid (Triacetate)